Benzyl (2-azaspiro[3.5]nonan-7-yl)carbamate hydrochloride Cl.C1NCC12CCC(CC2)NC(OCC2=CC=CC=C2)=O